ClC=1C=CC(=C(C1)C1=CC(=C(N=N1)C)NC1=CC(=NC=C1)NC(CN1CCN(CCC1)C)=O)F N-(4-{[6-(5-chloro-2-fluorophenyl)-3-methylpyridazin-4-yl]amino}pyridin-2-yl)-2-(4-methyl-1,4-diazepan-1-yl)acetamide